FC1=C(C(=CC(=C1C(F)(F)F)F)C1=C(C=C(C=C1)C1=CCC(CC1)CCC)F)OS(=O)(=O)C(F)(F)F trifluoromethanesulfonic acid [2,4-difluoro-6-[2-fluoro-4-(4-propylcyclohexen-1-yl) phenyl]-3-(trifluoromethyl) phenyl] ester